2-((8-butyl-1-oxaspiro[4.5]decan-2-yl)oxy)ethan-1-ol C(CCC)C1CCC2(CCC(O2)OCCO)CC1